spiro[4,5-dihydrothieno[2,3-c]pyran-7,4'-piperidine] (trifluoroacetate) FC(C(=O)O)(F)F.N1CCC2(CC1)OCCC1=C2SC=C1